FC(C(=O)O)(F)F.FC(C(=O)O)(F)F.NC12CC(C1)(C2)C(=O)NC2=NC=C(C=C2)OC(F)(F)F 3-amino-N-(5-(trifluoromethoxy)pyridin-2-yl)bicyclo[1.1.1]pentane-1-carboxamide bistrifluoroacetate